ClC1=C(C=CC=C1)C1NCCN(C1)C 2-(2-chlorophenyl)-4-methylpiperazine